COC1=C(C=O)C=CC(=C1)OC 2,4-DIMETHOXYBENZALDEHYDE